COC=1C=C(OC(C(=O)OCC)(C)C)C=CC1C(NC=1OC(=NN1)C=1SC=CC1)=O ethyl 2-(3-methoxy-4-((5-(thiophen-2-yl)-1,3,4-oxadiazol-2-yl) carbamoyl) phenoxy)-2-methylpropionate